2-(3-(3-((4-(difluoromethyl)-4H-1,2,4-triazol-3-yl)fluoromethyl)-oxetan-3-yl)phenyl)-6-(((S)-2-isopropyl-4-methylpiperazin-1-yl)methyl)-4-(trifluoromethyl)-isoindolin-1-one FC(N1C(=NN=C1)C(C1(COC1)C=1C=C(C=CC1)N1C(C2=CC(=CC(=C2C1)C(F)(F)F)CN1[C@H](CN(CC1)C)C(C)C)=O)F)F